COC1=C2C=C(NC2=CC=C1)C(=O)N[C@H](C(=O)NC(C(=O)OC)C=1C=NC=CC1)CC(C)C methyl 2-[[(2S)-2-[(4-methoxy-1H-indole-2-carbonyl)amino]-4-methyl-pentanoyl] amino]-2-(3-pyridyl)acetate